(3-methyl-4-phenethoxybut-3-en-1-yl)benzene CC(CCC1=CC=CC=C1)=COCCC1=CC=CC=C1